C(C1=CC=CC=C1)OC1=C2C[C@H]([C@H](OC2=CC(=C1)OCC1=CC=CC=C1)C=1C=C(C(=CC1)O)O)O 4-((2R,3R)-5,7-bis(benzyloxy)-3-hydroxychroman-2-yl)benzene-1,2-diol